5-((3-(trans-3-(3-(difluoromethyl)-4-(quinoxalin-2-yl)-1H-pyrazol-1-yl)cyclobutyl)propyl)amino)-2-(2,6-dioxopiperidin-3-yl)isoindoline-1,3-dione FC(C1=NN(C=C1C1=NC2=CC=CC=C2N=C1)[C@@H]1C[C@H](C1)CCCNC=1C=C2C(N(C(C2=CC1)=O)C1C(NC(CC1)=O)=O)=O)F